CCCCCCCCCCCCC/C=C/[C@H]([C@H](CO[C@H]1[C@@H]([C@H]([C@@H]([C@H](O1)CO)O[C@H]2[C@@H]([C@H]([C@H]([C@H](O2)CO)O[C@H]3[C@@H]([C@H]([C@H]([C@H](O3)CO)O)O)NC(=O)C)O[C@@]4(C[C@@H]([C@H]([C@@H](O4)[C@@H]([C@@H](CO)O)O)NC(=O)C)O)C(=O)O)O)O)O)NC(=O)CCCCCCC)O The molecule is a sialotriaosylceramide that is N-acetyl-beta-D-galactosaminyl-(1->4)-alpha-N-acetylneuraminosyl-(2->3)-beta-D-galactosyl-(1->4)-beta-D-glucosyl-N-acylsphingosine in which the acyl group on the sphingosine nitrogen is octanoyl. A synthetic modification of the natural ganglioside GM2.